Br\C(=C/C=O)\C1=CC2=CC=CC=C2C=C1 (Z)-3-bromo-3-(naphthalen-2-yl)acrolein